8-fluoro-2-(4-methoxybenzyl)-3-vinylisoquinolin-1(2H)-one FC=1C=CC=C2C=C(N(C(C12)=O)CC1=CC=C(C=C1)OC)C=C